N1(C=C(C2=CC=CC=C12)C(=O)OC)C(=O)OC(C)(C)C 1-(tert-butyl) 3-methyl 1H-indole-1,3-dicarboxylate